4-(6-(2-(3-methylbenzylidene)hydrazinyl)-9-(6-methylpyridin-2-yl)-9H-purin-2-yl)morpholine CC=1C=C(C=NNC2=C3N=CN(C3=NC(=N2)N2CCOCC2)C2=NC(=CC=C2)C)C=CC1